8-(1-methyl-1H-pyrazol-4-yl)-2-(trifluoromethyl)chromeno[7,8-d]imidazol-6(3H)-one CN1N=CC(=C1)C=1OC2=C(C(C1)=O)C=CC=1NC(=NC12)C(F)(F)F